N1C(NC(C2=C1C=NC=C2)=O)=O pyrido[3,4-d]pyrimidine-2,4-dione